N1(CCC1)CC1(CC1)NC(C(F)(F)C1=NC=C(C=C1)Cl)=O N-(1-(azetidin-1-ylmethyl)cyclopropyl)-2-(5-chloropyridin-2-yl)-2,2-difluoroacetamide